4-(8-(2-(3-(6-azaspiro[2.5]octan-6-yl)prop-1-yn-1-yl)pyridin-4-yl)-3,8-diazabicyclo[3.2.1]octan-3-yl)-6-(2-(methoxymethoxy)phenyl)pyridazin-3-amine C1CC12CCN(CC2)CC#CC2=NC=CC(=C2)N2C1CN(CC2CC1)C1=C(N=NC(=C1)C1=C(C=CC=C1)OCOC)N